FC1(C(C12CCN(CC2)C(=O)OC(C)(C)C)C2=NSC(=N2)C2=C(C=C(C=C2)F)C(F)(F)F)F tert-Butyl 1,1-difluoro-2-{5-[4-fluoro-2-(trifluoromethyl)phenyl]-1,2,4-thiadiazol-3-yl}-6-azaspiro[2.5]octane-6-carboxylate